1-(Benzyloxy)-2-isopropoxybenzene C(C1=CC=CC=C1)OC1=C(C=CC=C1)OC(C)C